trioctyl-(trioctyl)ammonium tetrakis(pentafluorophenyl)borate FC1=C(C(=C(C(=C1[B-](C1=C(C(=C(C(=C1F)F)F)F)F)(C1=C(C(=C(C(=C1F)F)F)F)F)C1=C(C(=C(C(=C1F)F)F)F)F)F)F)F)F.C(CCCCCCC)C(CCCCCCC[NH+](CCCCCCCC)CCCCCCCC)(CCCCCCCC)CCCCCCCC